1-(5-(2-(((3R,4S)-3-fluoro-1-((1-methyl-1H-pyrazol-4-yl)sulfonyl)piperidin-4-yl)amino)-5-(trifluoromethyl)pyrimidin-4-yl)thiazol-2-yl)ethan-1-ol F[C@@H]1CN(CC[C@@H]1NC1=NC=C(C(=N1)C1=CN=C(S1)C(C)O)C(F)(F)F)S(=O)(=O)C=1C=NN(C1)C